The molecule is an imidazolidine-2,4-dione that is hydantoin substituted at position 1 by a [3-(5-nitro-2-furyl)prop-2-en-1-ylidene]amino group (the configuration of the C=C and C=N bonds in the grouping that links the two heterocycles is not specified). A nitrofuran antibiotic with properties similar to nitrofurantoin, furagin is used in the treatment of urinary tract infections. It has a role as an antibacterial drug and an antiinfective agent. It is an imidazolidine-2,4-dione, a nitrofuran antibiotic, an organonitrogen heterocyclic antibiotic and an organooxygen heterocyclic antibiotic. It derives from a semicarbazide. C1C(=O)NC(=O)N1N=CC=CC2=CC=C(O2)[N+](=O)[O-]